5-chloro-1-[(6-benzothiazolyl)sulfonyl]-1H-indole-2-butyric acid ClC=1C=C2C=C(N(C2=CC1)S(=O)(=O)C1=CC2=C(N=CS2)C=C1)CCCC(=O)O